OC(CNC1=NC(=CC2=C1N=C(N=C2)NC2=C(C=C(C=C2)C2=NN=CN2C)NC(C#CC)=O)C)(C)C N-(2-((8-((2-hydroxy-2-methylpropyl)amino)-6-methylpyrido[3,4-d]pyrimidin-2-yl)amino)-5-(4-methyl-4H-1,2,4-triazol-3-yl)phenyl)but-2-ynamide